FC(C1=CC=CC(=N1)NC(=O)C=1C(=CC=2N(C1)C=C(N2)C2CCOCC2)OCC)F N-[6-(difluoromethyl)-2-pyridinyl]-7-ethoxy-2-tetrahydropyran-4-yl-imidazo[1,2-a]pyridine-6-carboxamide